COC(C(C[C@@H](C)[C@H]1CC[C@H]2[C@@H]3[C@H](C[C@@H]4C[C@H](CC[C@]4(C)[C@H]3CC[C@]12C)OC)OC)OC(C)=O)=O acetoxy-3β,7β-dimethoxy-5β-cholanic acid methyl ester